S(=O)(=O)(O)[O-].C[NH+](C)CCCC N,N-dimethylbutylammonium hydrogen sulfate